[N+](=O)([O-])C1=C(C=CC(=C1)[N+](=O)[O-])SN 2,4-dinitrophenylsulfenamide